N-(5-((6-(3,3-dimethyl-3,5,6,7-tetrahydrocyclopenta[b]pyrrolo[2,3-e]pyridin-1(2H)-yl)pyrimidin-4-yl)amino)-2-((2-(dimethylamino)ethyl)(methyl)amino)-4-methoxy-phenyl)acrylamide CC1(CN(C=2C=C3C(=NC21)CCC3)C3=CC(=NC=N3)NC=3C(=CC(=C(C3)NC(C=C)=O)N(C)CCN(C)C)OC)C